BrC1=NN(C=N1)CCC 3-bromo-1-propyl-[1,2,4]triazole